tert-butyl 4-(5-benzoyloxazol-2-yl)piperazine-1-carboxylate C(C1=CC=CC=C1)(=O)C1=CN=C(O1)N1CCN(CC1)C(=O)OC(C)(C)C